FC=1C=C(C#N)C=C(C1F)F 3,4,5-trifluorobenzonitrile